O1C=2C(CCC1)=CSC2 3,4-dihydro-2H-thieno[3,4-b]pyran